3-(((3-(dimethylamino)propoxy)carbonyl)oxy)-2-((((E)-3-pentylundec-2-enoyl)oxy)methyl)propyl (9Z,12Z)-octadeca-9,12-dienoate C(CCCCCCC\C=C/C\C=C/CCCCC)(=O)OCC(COC(=O)OCCCN(C)C)COC(\C=C(\CCCCCCCC)/CCCCC)=O